Isoquinoline-3-Carboxylic acid ethyl ester C(C)OC(=O)C=1N=CC2=CC=CC=C2C1